COC(C(=O)C1=C(C=CC=C1)OC)C1=CC=CC=C1 2,2'-dimethoxy-2-phenylacetophenone